C(C)OC(=O)C1CC(C1)=O 3-oxo-cyclobutanecarboxylic ethyl ester